C1(CCC1)N1C(C(CC1)NC(OC(C)(C)C)=O)=O tert-Butyl (1-cyclobutyl-2-oxopyrrolidin-3-yl)carbamate